C(CC1=CC(OC)=C(O)C=C1)(=O)OCCCC1=CC=CC=C1 3-phenylpropyl homovanillate